N-[(4-isopropyl-2,5-dioxoimidazolidin-4-yl)methyl]-2-(3,4,5-trifluorophenyl)-2H-1,2,3-triazole-4-carboxamide C(C)(C)C1(NC(NC1=O)=O)CNC(=O)C1=NN(N=C1)C1=CC(=C(C(=C1)F)F)F